1,3-dimethylimidazolium methyl-sulfate COS(=O)(=O)[O-].CN1C=[N+](C=C1)C